5-(4-chlorophenyl)-5-hydroxy-2-phenylpentanenitrile ClC1=CC=C(C=C1)C(CCC(C#N)C1=CC=CC=C1)O